(1R,7S,8r)-4-((2-(3,5-Dichlorophenyl)-6-((6-(4-methylpiperazin-1-yl)pyridin-3-yl)oxy)pyridin-4-yl)methyl)-4-azabicyclo[5.1.0]octan ClC=1C=C(C=C(C1)Cl)C1=NC(=CC(=C1)CN1CC[C@H]2C[C@H]2CC1)OC=1C=NC(=CC1)N1CCN(CC1)C